(5-methyl-4-(1-(2-methylbenzoyl)indolin-5-yl)thiazol-2-yl)-2-(3-(4-(piperazin-1-yl)butoxy)phenyl)acetamide CC1=C(N=C(S1)C(C(=O)N)C1=CC(=CC=C1)OCCCCN1CCNCC1)C=1C=C2CCN(C2=CC1)C(C1=C(C=CC=C1)C)=O